N-{(1R)-1-[3-(2,2-dimethylcyclopropyl)phenyl]ethyl}-6,7-dimethoxy-2-methylquinazolin-4-amine CC1(C(C1)C=1C=C(C=CC1)[C@@H](C)NC1=NC(=NC2=CC(=C(C=C12)OC)OC)C)C